4,6-dichloro-5-fluoro-2-methylsulfonyl-pyrimidine ClC1=NC(=NC(=C1F)Cl)S(=O)(=O)C